C(C)(C)C1(CC(=NC=C1C1=NC(=NO1)C)N)N 4-isopropyl-5-(3-methyl-1,2,4-oxadiazol-5-yl)pyridine-2,4-diamine